C(N)(=O)[C@@H]1C[C@@]2(CN1C(=O)OC(C)(C)C)C(NC1=C(O2)C=CC(=C1)F)=O t-butyl (2R,5'S)-5'-carbamoyl-6-fluoro-3-oxo-3,4-dihydrospiro[benzo[b][1,4]oxazine-2,3'-pyrrolidine]-1'-carboxylate